6-chlorocoumarin ClC=1C=C2C=CC(OC2=CC1)=O